CC=1NC(C=C(N1)C)=O 2,4-dimethyl-6-oxo-1,6-dihydropyrimidin